methyl 5-(chlorosulfonyl)-2,3-dihydro-1H-indene-2-carboxylate ClS(=O)(=O)C=1C=C2CC(CC2=CC1)C(=O)OC